ClC=1C=CC2=COC=C2C1 6-chloroisobenzofuran